2-fluoro-6-((6aR,8R)-8-((5-(hydroxymethyl)-4-methylpyridin-2-yl)oxy)-6a-methyl-5,6,6a,7,8,9-hexahydropyrrolo[1',2':4,5]pyrazino[2,3-c]pyridazin-2-yl)phenol FC1=C(C(=CC=C1)C=1C=C2C(=NN1)NC[C@@]1(N2C[C@@H](C1)OC1=NC=C(C(=C1)C)CO)C)O